3-chlorobenzyl ((2S)-1-(((2S)-5-((2-chlorophenethyl)(methyl)amino)-1-(diethoxyphosphoryl)-1-hydroxy-5-oxopentan-2-yl)amino)-3-cyclohexyl-1-oxopropan-2-yl)carbamate ClC1=C(CCN(C(CC[C@@H](C(O)P(=O)(OCC)OCC)NC([C@H](CC2CCCCC2)NC(OCC2=CC(=CC=C2)Cl)=O)=O)=O)C)C=CC=C1